C1(CC1)CN1C(=CC2=CC=CC=C12)C1=NC=2C(=CC=3CCN(C(C3C2)=O)C[C@@H](C(F)F)N[S@](=O)C(C)(C)C)N1C (R)-N-((S)-3-(2-(1-(cyclopropylmethyl)-1H-indol-2-yl)-1-methyl-5-oxo-1,5,7,8-tetrahydro-6H-imidazo[4,5-g]isoquinolin-6-yl)-1,1-difluoropropan-2-yl)-2-methylpropane-2-sulfinamide